hept-5-ene-2-one CC(CCC=CC)=O